FC1=C(C=CC(=C1)C1=NNC(OC1)=O)C1=C(C=CC=C1)F 5-(2,2'-Difluorobiphenyl-4-yl)-3,6-dihydro-2H-1,3,4-oxadiazin-2-one